(5-methylpyrazin-2-yl)boronic acid CC=1N=CC(=NC1)B(O)O